3-(((4-methoxyphenyl)diphenylmethyl)thio)propanoic acid COC1=CC=C(C=C1)C(SCCC(=O)O)(C1=CC=CC=C1)C1=CC=CC=C1